ammonium calcium chloride acetate C(C)(=O)[O-].[Cl-].[Ca+].[NH4+]